NC1=C2C(=NC=N1)N(N=C2C2=CC=C(C=C2)OC2=CC=CC=C2)C2CCN(CC2)CC2CN(C2)CC2CCN(CC2)C=2C=C1CN(C(C1=CC2)=O)C2C(NC(CC2)=O)=O 3-(5-(4-((3-((4-(4-amino-3-(4-phenoxyphenyl)-1H-pyrazolo[3,4-d]pyrimidin-1-yl)piperidin-1-yl)methyl)azetidin-1-yl)methyl)piperidin-1-yl)-1-oxoisoindolin-2-yl)piperidine-2,6-dione